5-amino-2-(tetrahydro-2H-pyran-4-yl)benzoic acid methyl ester COC(C1=C(C=CC(=C1)N)C1CCOCC1)=O